OC(C(C#N)(C)C)CCCC 3-hydroxy-2,2-dimethylheptanenitrile